C1(=CC=CC=C1)S(=O)(=O)NC1=CC=CC=C1 benzenesulfonyl-aniline